(S)-2-amino-3-(4-hydroxy-methylphenyl)-propionic acid N[C@H](C(=O)O)CC1=C(C=C(C=C1)O)C